C(C1=CC=CC=C1)C(C(=O)NC=1C(=NC2=C(C=CC=C2C1)F)C)CC(=C)C 2-benzyl-N-(8-fluoro-2-methyl-3-quinolyl)-4-methyl-pent-4-enamide